fluoro-decyl-triethoxysilane tert-butyl(2-(4-methyl-3-((1-(quinolin-5-yl)cyclopropyl)carbamoyl)phenoxy)ethyl)carbamate C(C)(C)(C)N(C(O)=O)CCOC1=CC(=C(C=C1)C)C(NC1(CC1)C1=C2C=CC=NC2=CC=C1)=O.FC(C)O[Si](OCC)(OCC)CCCCCCCCCC